(1R,5S,6r)-6-(1-isopropyl-3-(3-(trifluoromethyl)phenyl)-1H-pyrazol-5-yl)bicyclo[3.1.0]hexan-3-one C(C)(C)N1N=C(C=C1C1[C@H]2CC(C[C@@H]12)=O)C1=CC(=CC=C1)C(F)(F)F